C12CN(CC(OC1)C2)C2=NC=CC(=N2)N (6-oxa-3-aza-bicyclo[3.2.1]oct-3-yl)pyrimidin-4-amine